C(CC)S(=O)(=O)OC1=C(C=CC=C1)NC(=O)NC1=C(C=CC=C1)OS(=O)(=O)CCC N,N'-bis-[2-(1-propanesulfonyloxy)phenyl]urea